NC(C(O)(N)N)N tetraaminoethanol